(R)-N-(4-(4-(4-(cyclopropylmethyl)piperazin-1-yl)piperidin-1-yl)-2-methoxyphenyl)-6-(3-(2,3-difluorophenyl)isoxazolidin-2-yl)pyrimidin-4-amine C1(CC1)CN1CCN(CC1)C1CCN(CC1)C1=CC(=C(C=C1)NC1=NC=NC(=C1)N1OCC[C@@H]1C1=C(C(=CC=C1)F)F)OC